C1(=CC=C(C=C1)OC(C(C)C)=O)C para-tolyl-isobutyrate